C1(CC1)[C@@H]1C[C@H](N(C1)C(=O)OCC1=CC=CC=C1)C(=O)OC 1-benzyl 2-methyl (2S,4S)-4-cyclopropylpyrrolidine-1,2-dicarboxylate